(R)-1-pentanoylpiperidine-3-carboxylic acid C(CCCC)(=O)N1C[C@@H](CCC1)C(=O)O